ClC1=CC=C(C=C1)[C@H](C(F)(F)F)N(S(=O)(=O)C1=C(N(C(C(=C1)C)=O)C)C)C (R)-N-(1-(4-chlorophenyl)-2,2,2-trifluoroethyl)-N,1,2,5-tetramethyl-6-oxo-1,6-dihydropyridine-3-sulfonamide